2,5-dichloro-N-(pyridin-2-yl)pyrimidin-4-amine ClC1=NC=C(C(=N1)NC1=NC=CC=C1)Cl